C(C)[Se]C1=CC=C(C=C1)C1=NC2=C(N1)C=CC=C2 2-(4-(ethylselanyl)phenyl)-1H-benzo[d]imidazole